CC1(CC(C1)NC=1N=CC2=C(N1)NC=C2C2=NC=1N(C=C2)N=CC1)NC(CC)=O N-((1r,3r)-1-methyl-3-((5-(pyrazolo[1,5-a]pyrimidin-5-yl)-7H-pyrrolo[2,3-d]pyrimidin-2-yl)amino)cyclobutyl)propionamide